(4-((2S,4R)-4-ethoxy-1-((5-methoxy-7-methyl-1H-indol-4-yl)methyl)piperidin-2-yl)benzoyl)aspartic acid C(C)O[C@H]1C[C@H](N(CC1)CC1=C2C=CNC2=C(C=C1OC)C)C1=CC=C(C(=O)N[C@@H](CC(=O)O)C(=O)O)C=C1